NC1(CCN(CC1)C=1N=C2C(=NC1)N=C(C=C2)SC2=C(C(=NC=C2)NC)Cl)C 4-((2-(4-amino-4-methylpiperidin-1-yl)pyrido[2,3-b]pyrazin-6-yl)thio)-3-chloro-N-methylpyridin-2-amine